C(CCC)N(C(C1=CC(=CC=C1)NC(N[C@@H](CO)C1=CC=CC=C1)=O)=O)C N-butyl-3-[[(1R)-2-hydroxy-1-phenyl-ethyl]carbamoylamino]-N-methyl-benzamide